C(C)(C)(C)OC(N(C(=O)OC(C)(C)C)C=1C(=NC(=C(C1)C(F)(F)F)O)C=1OC(=NN1)[C@](CC=C)(C(F)(F)F)OCC1=CC=CC=C1)=O N-[2-[5-[(1R)-1-benzyloxy-1-(trifluoromethyl)but-3-enyl]-1,3,4-oxadiazol-2-yl]-6-hydroxy-5-(trifluoromethyl)-3-pyridinyl]-N-tert-butoxycarbonyl-carbamic acid tert-butyl ester